Cl.Cl.CC=1C=CC(=NC1)CN C-(5-methyl-pyridin-2-yl)-methylamine dihydrochloride